CN1CC(N(CC1)CC(=O)NCC=1C=CC=2NC3=CC=C(C=C3OC2C1)C(F)(F)F)=O 2-(4-Methyl-2-oxopiperazin-1-yl)-N-((7-(trifluoromethyl)-10H-phenoxazin-3-yl)methyl)acetamide